8-(4-(3-(2,4-dioxotetrahydropyrimidin-1(2H)-yl)benzyl)piperazin-1-yl)-9-ethyl-6,6-dimethyl-11-oxo-6,11-dihydro-5H-benzo[b]carbazole-3-carbonitrile O=C1N(CCC(N1)=O)C=1C=C(CN2CCN(CC2)C=2C(=CC3=C(C(C=4NC5=CC(=CC=C5C4C3=O)C#N)(C)C)C2)CC)C=CC1